trans-4,5-dichloro-2-[4-[[(2S)-1,4-dioxan-2-yl]methyl-[6-(trifluoromethoxy)-3-pyridyl]amino]cyclohexyl]pyridazin-3-one ClC=1C(N(N=CC1Cl)[C@@H]1CC[C@H](CC1)N(C=1C=NC(=CC1)OC(F)(F)F)C[C@@H]1OCCOC1)=O